CS(=O)(=O)OC L-1-Methyl Methylsulfonate